ClC=1C=C(C[N+]2=C3N(C(C(=C2)C=2C(=NOC2C)C)=O)C=CC=C3)C=CC1 1-(3-chlorobenzyl)-3-(3,5-dimethylisoxazol-4-yl)-4-oxo-4H-pyrido[1,2-a]pyrimidinium